3-METHYLGLUTACONATE CC(=CC(=O)[O-])CC(=O)[O-]